manganese-cerium-iridium [Ir].[Ce].[Mn]